benzyl rac-(3R,4R)-3-amino-3-(4-chlorophenyl)-4-fluoro-pyrrolidine-1-carboxylate N[C@@]1(CN(C[C@H]1F)C(=O)OCC1=CC=CC=C1)C1=CC=C(C=C1)Cl |r|